FC(C1CC(C1)(O)C=1SC2=NC(=CC=C2N1)C1=CC=2C(N=C1)=NN(C2)C)F cis-3-(difluoromethyl)-1-(5-(2-methyl-2H-pyrazolo[3,4-b]pyridin-5-yl)[1,3]thiazolo[5,4-b]pyridin-2-yl)cyclobutanol